NC1CCCC12CCN(CC2)C=2C1=C(N=C(N2)OCC23CCCN3CCC2)C(=C(N=C1)C1=CC(=CC2=CC=CC(=C12)C#C)O)F 4-(4-(1-amino-8-azaspiro[4.5]decan-8-yl)-8-fluoro-2-((tetrahydro-1H-pyrrolizin-7a(5H)-yl)methoxy)pyrido[4,3-d]pyrimidin-7-yl)-5-ethynylnaphthalen-2-ol